3-(4-(5-fluoro-2-((1-oxoisoindol-5-yl)amino)pyrimidin-4-yl)-1H-pyrazol-1-yl)propionitrile FC=1C(=NC(=NC1)NC=1C=C2C=NC(C2=CC1)=O)C=1C=NN(C1)CCC#N